rac-(1S*,2S*)-2-(5-chloro-2-cyanophenyl)-N-(2-((6-cyclopropylimidazo[1,2-a]pyridin-2-yl)methyl)-2H-pyrazolo[4,3-c]pyridin-4-yl)cyclopropane-1-carboxamide ClC=1C=CC(=C(C1)[C@@H]1[C@H](C1)C(=O)NC1=NC=CC=2C1=CN(N2)CC=2N=C1N(C=C(C=C1)C1CC1)C2)C#N |r|